O1C(COCC1)CN(C1CCC(CC1)N(C1=C(C(N(C=2C=CC(=NC12)C#N)C)=O)F)C)C1=C(C=C(C=C1)F)F 8-((4-(((1,4-dioxan-2-yl)methyl)(2,4-difluorophenyl)amino)cyclohexyl)(methyl)amino)-7-fluoro-5-methyl-6-oxo-5,6-dihydro-1,5-naphthyridine-2-carbonitrile